cis-3-(cyanoamino)-N-(5-cyclohexyl-1,3-thiazol-2-yl)cyclobutane-1-carboxamide C(#N)N[C@H]1C[C@H](C1)C(=O)NC=1SC(=CN1)C1CCCCC1